(S)-3-methoxy-4-(8-(piperidin-4-yl)-2,3-dihydrobenzo[b][1,4]dioxin-2-yl)benzeneFormonitrile COC=1C=C(C=CC1[C@H]1COC2=C(O1)C(=CC=C2)C2CCNCC2)C#N